CN(C=1N=C2N(C(=CC(=C2)C=2C=C3C(=NC(=NC3=CC2)C)N[C@H](C)C=2C=C(C=CC2)C)OC)C1)C (R)-6-(2-(dimethylamino)-5-methoxyimidazo[1,2-a]pyridin-7-yl)-2-methyl-N-(1-(m-tolyl)ethyl)quinazolin-4-amine